methoxylutetium CO[Lu]